2,2'-bipyridine-4,4'-dicarboxylic acid disodium salt [Na+].[Na+].N1=C(C=C(C=C1)C(=O)[O-])C1=NC=CC(=C1)C(=O)[O-]